2-(2',4'-difluorophenyl)-5-methylpyridine FC1=C(C=CC(=C1)F)C1=NC=C(C=C1)C